N1(CCCCCC1)CCN1CCNC2=C(C1=O)C=CC=C2 4-(2-(azepan-1-yl)ethyl)-1,2,3,4-tetrahydro-5H-benzo[e][1,4]diazepin-5-one